Tetra-tert-butyl-2,2',2'',2'''-[(2S)-2-{4-[2-(2-ethoxyethoxy)ethoxy]benzyl}-1,4,7,10-tetraazacyclododecane-1,4,7,10-tetrayl]tetraacetate C(C)(C)(C)OC(CN1[C@H](CN(CCN(CCN(CC1)CC(=O)OC(C)(C)C)CC(=O)OC(C)(C)C)CC(=O)OC(C)(C)C)CC1=CC=C(C=C1)OCCOCCOCC)=O